4-aminobutyric ACID METHYL ESTER hydrochloride Cl.COC(CCCN)=O